CN(CCCN1NN(CC(C1)CCCN(C)C)CCCN(C)C)C 1,3,5-tris(3-(dimethylamino)propyl)-hexahydrotriazine